FC1=CC=C(C=C1)[C@@H](CC)C1(CCN(CC1)C(C1=C(N=CC=C1)C1=NC=NC=C1)=O)C#N (R)-4-(1-(4-fluorophenyl)propyl)-1-(2-(pyrimidin-4-yl)nicotinoyl)piperidine-4-carbonitrile